FC1=C(C(=C2C=CNC2=C1F)S(=O)(=O)C)OC=1C=CC(=C(C1)C=1NC=C(N1)C1(CCOC2=C(C=CC=C12)C1[C@@H](CCC1)C(=O)O)C)F (1R)-2-(4-(2-(5-((6,7-difluoro-4-(methylsulfonyl)-1H-indol-5-yl)oxy)-2-fluorophenyl)-1H-imidazol-4-yl)-4-methylchroman-8-yl)cyclopentane-1-carboxylic acid